ClC1=C(C=C(C=C1C)N1CCN(CC1)C(CN1N=C(C2=C1CCC2)C(=O)N2C[C@H](O[C@H](C2)C)C)=O)C 1-[4-(4-chloro-3,5-dimethylphenyl)piperazin-1-yl]-2-{3-[(2R,6S)-2,6-dimethylmorpholine-4-carbonyl]-5,6-dihydrocyclopenta[c]pyrazol-1(4H)-yl}ethan-1-one